(S)-1-(4-(9-(2,3-dichlorophenyl)-7H-imidazo[1,2-c]pyrazolo[4,3-e]pyrimidin-5-yl)-1H-pyrazol-1-yl)propan-2-amine ClC1=C(C=CC=C1Cl)C1=NNC2=C1C=1N(C(=N2)C=2C=NN(C2)C[C@H](C)N)C=CN1